FC=1C=C(C=CC1F)N1C(CCC[C@H]1C1=NC2=C(N1[C@@H]1CC3=C(N=C(S3)C)CC1)C=CC(=C2)C=2C(=NOC2C)C)=O (S)-1-(3,4-difluorophenyl)-6-(5-(3,5-dimethylisoxazol-4-yl)-1-((S)-2-methyl-4,5,6,7-tetrahydrobenzo[d]thiazol-6-yl)-1H-benzo[d]imidazol-2-yl)piperidin-2-one